Racemic-3a-(3-boronopropyl)-5-methylhexahydropyrrolo[3,4-b]pyrrole-6a(1H)-carboxylic acid B(O)(O)CCCC12C(NCC1)(CN(C2)C)C(=O)O